C(C)(C)C1=C(NC2=CC=C(C=C12)C1CCNCC1)C1=C2C(=NC=C1)NC(O2)=O 7-(3-isopropyl-5-(piperidin-4-yl)-1H-indol-2-yl)oxazolo[4,5-b]pyridin-2(3H)-one